(R)-10-ethyl-2-methyl-7-(6-(3-(piperidin-1-yl)propoxy)pyridin-3-yl)-9,10-dihydro-8-oxa-2,4,10a-triazanaphtho[2,1,8-cde]azulen-1(2H)-one C(C)[C@@H]1COC2=C3C4=C(N(C(N14)=O)C)C=NC3=CC=C2C=2C=NC(=CC2)OCCCN2CCCCC2